(S)-quinuclidin-3-yl (5-(6-isobutoxypyridin-3-yl)-2,2-dimethyl-2,3-dihydro-1H-inden-1-yl)carbamate C(C(C)C)OC1=CC=C(C=N1)C=1C=C2CC(C(C2=CC1)NC(O[C@@H]1CN2CCC1CC2)=O)(C)C